O=C1NC(CCC1N1C(C2=CC=CC(=C2C1)C#CCCCCCN1CCNCC1)=O)=O 4-(7-(2-(2,6-dioxopiperidin-3-yl)-1-oxoisoindolin-4-yl)hept-6-yn-1-yl)piperazine